C(C)(C)(C)OC(=O)N1CCN(CC1)C=1N(C(=CN1)C=O)S(N(C)C)(=O)=O.ClC1=CC(=C(C(=O)NC(NC2=CC=3N(C=C2)C=CN3)=O)C=C1)F 4-Chloro-2-fluoro-N-(imidazo[1,2-a]pyridin-7-ylcarbamoyl)benzamide tert-butyl-4-(1-(N,N-dimethylsulfamoyl)-5-formyl-1H-imidazol-2-yl)piperazine-1-carboxylate